N1C=NC2=C1C=CC(=C2)C2=CC=C(C=C2)[C@H](C(F)(F)F)OC2=CC(=NC(=N2)N)N2CCC1(C[C@H](NC1)C(=O)O)CC2 (S)-8-(6-((R)-1-(4-(1H-benzo[d]imidazol-5-yl)phenyl)-2,2,2-trifluoroethoxy)-2-aminopyrimidin-4-yl)-2,8-diazaspiro[4.5]decane-3-carboxylic acid